C(C1=CC=CC=C1)OCC1=NN(C(N1CC)=O)C=1C=C2C(=CN(C(C2=CC1F)=O)C1=C(C=CC=C1)C)C(=C)C(F)(F)F 6-(3-((Benzyloxy)methyl)-4-ethyl-5-oxo-4,5-dihydro-1H-1,2,4-triazol-1-yl)-7-fluoro-2-(o-tolyl)-4-(3,3,3-trifluoroprop-1-en-2-yl)isoquinolin-1(2H)-one